C(=O)O.C1CCN2CCCC12CNC(=O)C=1C2=C(N3CCCC13)C=CC=C2 N-(hexahydropyrrolizin-7a-ylmethyl)-1H,2H,3H-benzo[b]pyrrolizine-9-carboxamide formate